NC[C@@]1([C@]([C@@](O[C@@H]1CO)(N1C(=O)NC(=O)C=C1)CC1=CC=CC=C1)(O)OCC1=CC=CC=C1)O aminomethyl-benzyloxybenzyl-uridine